COC1=CC=C(C=N1)NC(OCCOC1=CC2=C(N=C(S2)C2=C3N=CC(=NC3=CC(=C2)C=C)OC)C(=C1)C)=O 2-((2-(2-methoxy-7-vinylquinoxalin-5-yl)-4-methylbenzo[d]thiazol-6-yl)oxy)ethyl (6-methoxypyridin-3-yl)carbamate